2-((S)-1-propenoyl-4-((S)-4-chloro-2,3-difluoro-2'-(((S)-1-methylpyrrolidin-2-yl)methoxy)-5',8'-dihydro-6'H-spiro[inden-1,7'-quinazolin]-4'-yl)piperazin-2-yl)acetonitrile C(C=C)(=O)N1[C@H](CN(CC1)C1=NC(=NC=2C[C@]3(CCC12)C(=C(C1=C(C=CC=C13)Cl)F)F)OC[C@H]1N(CCC1)C)CC#N